(R)-2-methyl-2-(2-methylmorpholino)propanal CC(C=O)(C)N1C[C@H](OCC1)C